p-carboxyl-phenylhydrazine C(=O)(O)C1=CC=C(C=C1)NN